COCCOC(=O)NCC1=CC=C(C=C1)C=1SC=C(N1)C(=O)OCC ethyl 2-(4-((((2-methoxyethoxy)carbonyl)amino)methyl)phenyl)thiazole-4-carboxylate